1-toluenesulfonyl-2,3,5,6,7,7a-hexahydro-1H-indole C(C1=CC=CC=C1)S(=O)(=O)N1CCC2=CCCCC12